C(C1=CC=CC=C1)OC=1C(=C(C(=NC1C)NC(=O)C1=C(C2=C(S1)C=C(C=C2)OC)Cl)C)C N-(5-(benzyloxy)-3,4,6-trimethylpyridin-2-yl)-3-chloro-6-methoxybenzo[b]thiophene-2-carboxamide